C(C)OC(\C=C\C(=O)NC1=C(C(=CC=C1)C1=C2C=C(NC2=C(C=C1)C(N)=O)C=1CCN(CC1)S(=O)(=O)C)C)=O (E)-ethyl-4-(3-(7-carbamoyl-2-(1-(methylsulfonyl)-1,2,3,6-tetrahydropyridin-4-yl)-1H-indol-4-yl)-2-methylphenylamino)-4-oxobut-2-enoate